2-[3-(dibenzothiophen-4-yl)phenyl]dibenzo[f,h]quinoxalin C1=CC=C(C=2SC3=C(C21)C=CC=C3)C=3C=C(C=CC3)C3=NC2=C1C(=C4C(=C2N=C3)C=CC=C4)C=CC=C1